bis(tertiary butyl-imino)bis(dimethylamino)molybdenum C(C)(C)(C)N=[Mo](N(C)C)(N(C)C)=NC(C)(C)C